3-(2-nitrophenyl)-propyl phosphoramidite P(OCCCC1=C(C=CC=C1)[N+](=O)[O-])([O-])N